(S)-1-mercaptopropan-2-ol SC[C@H](C)O